tert-butyl 4-(6-{2,8-dimethylimidazo[1,2-b]pyridazin-6-yl}-1-oxophthalazin-2-yl)azepane-1-carboxylate CC=1N=C2N(N=C(C=C2C)C=2C=C3C=NN(C(C3=CC2)=O)C2CCN(CCC2)C(=O)OC(C)(C)C)C1